N1=C(SCC=2C1=COC2)N 4H-furo[3,4-d][1,3]thiazin-2-amine